C(CCCCCCCC)C12NC=3C=CC=CC3C=C2C=CC=C1 10A-nonyl-acridine